BrC1=CN(C2=NC=C3C(=C21)N(C(N3C([2H])([2H])[2H])=O)[C@H]3C[C@@H](CC3)NC(OC(C)(C)C)=O)S(=O)(=O)C3=CC=CC=C3 tert-butyl ((1R,3R)-3-(8-bromo-3-(methyl-d3)-2-oxo-6-(phenylsulfonyl)-3,6-dihydroimidazo[4,5-d]pyrrolo[2,3-b]pyridin-1(2H)-yl)cyclopentyl)carbamate